cyanobenzo[d]thiazole-5-carboxamide C(#N)C=1SC2=C(N1)C=C(C=C2)C(=O)N